O1C=C(C=C1)C=1C(=C(C(=NC1)C)C(=O)N)O 5-(furan-3-yl)-4-hydroxy-2-methylpyridine-3-carboxamide